hexylcinnamic acid C(CCCCC)C(C(=O)O)=CC1=CC=CC=C1